3-(N,N-dimethylsulfamoyl)benzenesulfonyl chloride CN(S(=O)(=O)C=1C=C(C=CC1)S(=O)(=O)Cl)C